7-{Cyclopropyl[1-(2-fluorophenyl)-1H-1,2,3-triazol-4-yl]methyl}-5-(4-methoxypyrimidin-5-yl)-7H-pyrrolo[2,3-d]pyrimidin-4-amine C1(CC1)C(N1C=C(C2=C1N=CN=C2N)C=2C(=NC=NC2)OC)C=2N=NN(C2)C2=C(C=CC=C2)F